N-(3-methoxybenzyl)-3-(morpholinomethyl)-N-(4-(pyrrolidin-1-yl)benzyl)aniline COC=1C=C(CN(C2=CC(=CC=C2)CN2CCOCC2)CC2=CC=C(C=C2)N2CCCC2)C=CC1